2-amino-5-(2-(1-(tetrahydro-2H-pyran-4-yl)pyrrolidin-3-yl)-2H-indazol-5-yl)nicotinic acid methyl ester COC(C1=C(N=CC(=C1)C1=CC2=CN(N=C2C=C1)C1CN(CC1)C1CCOCC1)N)=O